[Si](C)(C)(C(C)(C)C)OC1=C(CNC=2C=C(C(=NC2)S(=O)(=O)NC=2SC(=C(N2)C2=CC(=C(C=C2)F)F)C2=NN(C=C2)C)C)C=CC=C1OC 5-((2-((tert-butyldimethylsilyl)oxy)-3-methoxybenzyl)amino)-N-(4-(3,4-difluorophenyl)-5-(1-methyl-1H-pyrazol-3-yl)thiazol-2-yl)-3-methylpyridine-2-sulfonamide